Methyl 4-(5-((tert-butoxycarbonyl)amino)pyridin-2-yl)-1-methyl-1H-pyrazole-5-carboxylate C(C)(C)(C)OC(=O)NC=1C=CC(=NC1)C=1C=NN(C1C(=O)OC)C